N1N=NC(=C1)CCC1=CC=C(C=C1)C1=CC=C(C=C1)C(C)(C)NC(OC1CN2CCC1CC2)=O Quinuclidin-3-yl (2-(4'-(2-(1H-1,2,3-triazol-4-yl)ethyl)-[1,1'-biphenyl]-4-yl)propan-2-yl)carbamate